C(CCCCC)C=1C=C2C(=C(C(=NC2=CC1)N(CC(=O)O)C)C)C1=CC=CC=C1 2-[(6-hexyl-3-methyl-4-phenylquinolin-2-yl)(methyl)amino]acetic acid